N-[4-fluoro-2-(methoxymethyl)-1,3-benzoxazol-6-yl]-2-methyl-4-(4-methylpiperazin-1-yl)indazole-7-carboxamide FC1=CC(=CC2=C1N=C(O2)COC)NC(=O)C2=CC=C(C1=CN(N=C21)C)N2CCN(CC2)C